4-(cyclobutylamino)-N-(2-hydroxy-3-(5-methyl-6-((1-methyl-1H-pyrazol-5-yl)methoxy)-3,4-dihydroisoquinolin-2(1H)-yl)propyl)picolinamide C1(CCC1)NC1=CC(=NC=C1)C(=O)NCC(CN1CC2=CC=C(C(=C2CC1)C)OCC1=CC=NN1C)O